C(C=C)N1N(C2=NC(=NC=C2C1=O)NC1=CC(=C(C=C1)N1CCNCC1)C)C1=CC=C2C(=N1)[C@](CC2)(O)CC (S)-2-allyl-1-(7-ethyl-7-hydroxy-6,7-dihydro-5H-cyclopenta[b]pyridin-2-yl)-6-((3-methyl-4-(piperazin-1-yl)phenyl)amino)-1,2-dihydro-3H-pyrazolo[3,4-d]pyrimidin-3-one